ethyl (R)-2-phenyl-1-tosyl-2,5-dihydro-1H-pyrrole-3-carboxylate C1(=CC=CC=C1)[C@H]1N(CC=C1C(=O)OCC)S(=O)(=O)C1=CC=C(C)C=C1